4-(4-(chloromethyl)-3-methoxyphenyl)-1H-indole ClCC1=C(C=C(C=C1)C1=C2C=CNC2=CC=C1)OC